phenyl-γ-butyrolactone C1(=CC=CC=C1)C1C(=O)OCC1